5-(4-pyridyl)-N-methyl-4-piperidone N1=CC=C(C=C1)C1C(CCN(C1)C)=O